C(C1=CC=CC=C1)N1C2=C(NC3=C(C1=O)C=C(C=C3)C3=CC=C(C=C3)N3CCN(CC3)C(=O)OC(C)(C)C)C=CC(=C2)F tert-Butyl 4-(4-(10-benzyl-8-fluoro-11-oxo-10,11-dihydro-5H-dibenzo[b,e][1,4]diazepin-2-yl)phenyl)piperazine-1-carboxylate